2-((5-(2-((R)-6-(((R)-2,3-dimethoxypropyl)(methyl)amino)-2-methylhex-3-yl)-2,6-diazaspiro[3.4]oct-6-yl)-1,2,4-triazin-6-yl)oxy)-N-ethyl-5-fluoro-N-isopropylbenzamide CO[C@H](CN(CCC[C@H](C(C)C)N1CC2(C1)CN(CC2)C=2N=CN=NC2OC2=C(C(=O)N(C(C)C)CC)C=C(C=C2)F)C)COC